CC1(N(C(CCC1)(C)C)C(=O)[O-])C 2,2,6,6-Tetramethylpiperidinecarboxylate